NC1=C(C=C(C=C1)P(C)(C)=O)C(F)(F)F (4-amino-3-(trifluoromethyl)phenyl)dimethylphosphine oxide